(2R)-2-(2-(4-cyclopropylpiperidin-1-yl)-2-phenylacetamido)-5-guanidino-N-(4-hydroxybenzyl)pentanamide C1(CC1)C1CCN(CC1)C(C(=O)N[C@@H](C(=O)NCC1=CC=C(C=C1)O)CCCNC(=N)N)C1=CC=CC=C1